5,8-difluoro-2-imino-2H-chromen-3-thioamide FC1=C2C=C(C(OC2=C(C=C1)F)=N)C(N)=S